N(=NN1N=NN=[C-]1)N1N=NN=[C-]1 Azobis[tetrazolide]